N-(3-(dimethylamino)benzyl)-3-((2-(3-(dimethylamino)phenoxy)ethoxy)methyl)-N-(3-methoxybenzyl)aniline CN(C=1C=C(CN(C2=CC(=CC=C2)COCCOC2=CC(=CC=C2)N(C)C)CC2=CC(=CC=C2)OC)C=CC1)C